FC1=C(OC2CCN(CC2)C=2N=C3C(=NC2C=2C=NN(C2)CC)CN(CC3)C#N)C=CC(=C1)F 2-(4-(2,4-difluorophenoxy)piperidin-1-yl)-3-(1-ethyl-1H-pyrazol-4-yl)-7,8-dihydropyrido[3,4-b]pyrazine-6(5H)-carbonitrile